1-cyano-N-(5-phenyl-isoxazol-3-yl)pyrrolidine-3-carboxamide C(#N)N1CC(CC1)C(=O)NC1=NOC(=C1)C1=CC=CC=C1